C1(CC1)NC1(CCC1)CNC(C1=CC(=C(C=C1)C#CC1=CC=NC=C1)F)=O N-((1-(cyclopropylamino)cyclobutyl)methyl)-3-fluoro-4-(pyridin-4-ylethynyl)benzamide